3-phenyl-2-(o-tolyl)-N-(p-tolyl)acrylamide C1(=CC=CC=C1)C=C(C(=O)NC1=CC=C(C=C1)C)C1=C(C=CC=C1)C